C(C)C1=C(C=C(N)C=C1)OC1=CC=CC=C1 4-ethyl-3-phenoxyaniline